8,8-dimethyl-7-oxo-2-(pyrazolo[1,5-a]pyrimidine-5-carbonyl)-2-azaspiro[3.5]non-5-ene-6-carbonitrile CC1(C(C(=CC2(CN(C2)C(=O)C2=NC=3N(C=C2)N=CC3)C1)C#N)=O)C